ClC1=C(C(=CC(=C1)Cl)F)NC=1N(C2=NC(=NC=C2N1)N[C@H]1COCC1)C1CCC(CC1)C(=O)N (1S,4s)-4-(8-(2,4-dichloro-6-fluorophenylamino)-2-((R)-tetrahydrofuran-3-ylamino)-9H-purin-9-yl)cyclohexanecarboxamide